6-methoxy-2-methyl-2,3-dihydro-1H-isoindol-1-one COC1=CC=C2CN(C(C2=C1)=O)C